ClC=1C(NN=CC1OCC1=CC(=C(C(=C1)Cl)OCCCF)Cl)=O 4-chloro-5-((3,5-dichloro-4-(3-fluoropropoxy)benzyl)oxy)pyridazin-3(2H)-one